CC1CC(CCC1)=NO 3-methylcyclohexanone oxime